4-[1-(4-amino-3-methyl-1H-pyrazolo[3,4-d]pyrimidin-1-yl)ethyl]-3-ethoxy-2-[1-(2-hydroxyethyl)azetidin-3-yl]-6-methylbenzonitrile NC1=C2C(=NC=N1)N(N=C2C)C(C)C2=C(C(=C(C#N)C(=C2)C)C2CN(C2)CCO)OCC